C(C)(C)(C)NS(=O)(=O)C1=CC(=CC=C1)NC1=NC(=NC=C1C)NC1=CC=C(C=C1)N1CCN(CC1)C(CCNC1=C2C(N(C(C2=CC=C1)=O)C1C(NC(CC1)=O)=O)=O)=O N-(tert-butyl)-3-((2-((4-(4-(3-((2-(2,6-dioxopiperidin-3-yl)-1,3-dioxoisoindolin-4-yl)amino)propanoyl)piperazin-1-yl)phenyl)amino)-5-methylpyrimidin-4-yl)amino)benzenesulfonamide